iodomethyl-(tert-butyloxycarbonyl)-L-valine ICN([C@@H](C(C)C)C(=O)O)C(=O)OC(C)(C)C